FC([C@H]1N(C(CN(C1)C)=O)C=1N=C2N(CCOC3=C2C=CC(=C3F)N[C@H](C(=O)N)C)C1)F (S)-2-((2-((S)-2-(difluoromethyl)-4-methyl-6-oxopiperazin-1-yl)-8-fluoro-5,6-dihydrobenzo[f]imidazo[1,2-d][1,4]oxazepin-9-yl)amino)propanamide